(2-cyano-2-(2-(3,5-dichloro-4-((2-ethyl-1-oxo-1,2,3,4-tetrahydroisoquinolin-6-yl)oxy)phenyl)hydrazono)acetyl)carbamate C(#N)C(C(=O)NC([O-])=O)=NNC1=CC(=C(C(=C1)Cl)OC=1C=C2CCN(C(C2=CC1)=O)CC)Cl